FC=1C=C2C(=CC=NC2=CC1)NC=1C=C(C(=O)NC2=CC(=CC=C2)NC2=CC=CC=C2)C=CC1 3-((6-fluoroquinolin-4-yl)amino)-N-(3-(phenylamino)phenyl)benzamide